C(CCC)[C@@H]1N([C@H](C2=CC=C(C=C2C1)OC)C1=CC=C(C=C1)NC(=O)C1CCC1)C(C#C[Si](C)(C)C)=O N-{4-[(1S,3S)-3-butyl-6-methoxy-2-[3-(trimethylsilyl)prop-2-ynoyl]-1,2,3,4-tetrahydroisoquinolin-1-yl]phenyl}cyclobutanecarboxamide